1-[2-(2-chlorophenyl)ethyl]-3-quinolin-3-ylurea ClC1=C(C=CC=C1)CCNC(=O)NC=1C=NC2=CC=CC=C2C1